(6-(trifluoromethyl)benzo[d]thiazol-2-yl)-3-((2-(trifluoromethyl)pyrrolidin-1-yl)methyl)benzamide FC(C1=CC2=C(N=C(S2)C2=C(C(=O)N)C=CC=C2CN2C(CCC2)C(F)(F)F)C=C1)(F)F